tetracopper oxychloride O(Cl)Cl.[Cu].[Cu].[Cu].[Cu]